4-ethoxybenzylsuccinic acid dipropyl ester C(CC)OC(C(CC(=O)OCCC)CC1=CC=C(C=C1)OCC)=O